ClC1=C(C(=CC=C1F)Cl)C(C)OC=1C(=NC=C(C1)C=C)N 3-[1-(2,6-dichloro-3-fluoro-phenyl)-ethoxy]-5-vinyl-pyridin-2-ylamine